4-methoxy-quinoxaline CON1CC=NC2=CC=CC=C12